(Z)-[amino-[(3R)-3-(tert-butoxycarbonylamino)-8-fluoro-4-oxo-3,5-dihydro-2H-1,5-benzothiazepin-7-yl methylene] amino] 1-cyanocyclopropanecarboxylate C(#N)C1(CC1)C(=O)O\N=C(\C=1C(=CC2=C(NC([C@H](CS2)NC(=O)OC(C)(C)C)=O)C1)F)/N